methyl 4-((4-(5-benzamido-1-methyl-1H-pyrazol-3-yl)phenyl)carbamoyl)benzoate C(C1=CC=CC=C1)(=O)NC1=CC(=NN1C)C1=CC=C(C=C1)NC(=O)C1=CC=C(C(=O)OC)C=C1